CN1N=C2N(C3=CC=C(C=C3C2=C1)C(=O)[O-])C1=CC=C(C=C1)C(F)(F)F.[Na+] sodium 2-methyl-8-[4-(trifluoromethyl)phenyl]-2H,8H-pyrazolo[3,4-b]indole-5-carboxylate